BrC1=C2C=CN(C(C2=C(C=C1)Cl)=O)C 5-bromo-8-chloro-2-methyl-isoquinolin-1-one